CC1=CC=C(C=C1)S(=O)(=O)OC[C@H]1N([C@H](C1)[C@@H](O)C(NC(C)(C)C)=O)CC1=CC=CC=C1 |&1:12,14| [rac-(2S,4R)-1-benzyl-4-[(R)-(tert-butylcarbamoyl)(hydroxy)methyl]azetidin-2-yl]methyl 4-methylbenzene-1-sulfonate